N-((S)-1-amino-1-oxo-3-((S)-2-oxopiperidin-3-yl)propan-2-yl)-4-cyclopentyl-1-(4-methoxy-1H-indole-2-carbonyl)pyrrolidine-2-carboxamide NC([C@H](C[C@H]1C(NCCC1)=O)NC(=O)C1N(CC(C1)C1CCCC1)C(=O)C=1NC2=CC=CC(=C2C1)OC)=O